CC1=C(C=CC=C1C)[C@H](C)C1=CN=CN1 5-[(1S)-1-(2,3-dimethylphenyl)ethyl]-1H-imidazole